N-(cyclohexylmethylene)-2-methylpropane-2-sulfinamide C1(CCCCC1)C=NS(=O)C(C)(C)C